NC1=CC(=CC(=N1)C1=CC(=C(C(=O)NC=2C(=NNC2Cl)C)C=C1F)O[C@H](C(F)(F)F)C)C(F)(F)F (S)-4-(6-Amino-4-(trifluoromethyl)pyridin-2-yl)-N-(5-chloro-3-methyl-1H-pyrazol-4-yl)-5-fluoro-2-((1,1,1-trifluoropropan-2-yl)oxy)benzamide